CC=1N=C(SC1)NC=1C=C(C=CC1)C[C@H](C(=O)O)[C@@H]1CNCC1 (2S)-3-[3-[(4-Methylthiazol-2-yl)amino]phenyl]-2-[(3R)-pyrrolidin-3-yl]propanoic acid